tert-butyl (1-benzyl-2,2-dimethylpyrrolidin-3-yl)carbamate C(C1=CC=CC=C1)N1C(C(CC1)NC(OC(C)(C)C)=O)(C)C